COC1=CC=C(C=C1)N1C(C(C1=O)OC(C)=O)C=C(C)C acetic acid 1-(4-methoxyphenyl)-2-(2-methylpropan-1-en-1-yl)-4-oxoazetidin-3-yl ester